sulfur dioxide, bisulfite salt S([O-])(O)=O.[S+](=O)=O